NC1=CC2=CN(N=C2C=C1C=1C=C(C=CC1)C(=O)N1CCOCC1)CCC(C)(C)O (3-(5-amino-2-(3-hydroxy-3-methylbutyl)-2H-indazol-6-yl)phenyl)(morpholino)methanone